CC=1C=C(C=CC1)N1N=NC(=C1)C1=CC=C(C=C1)C 1-m-methylphenyl-4-p-methylphenyl-1,2,3-triazole